C(C(O)C(O)C(=O)[O-])(=O)[O-].[Cu+2] copper (II) tartarate